(1R,5S) or (1R,5S)-3-(8-cyanoquinolin-5-yl)-N-(trans-3-morpholinobutyl)-5-(trifluoromethylphenyl)-3-azabicyclo[3.1.0]hexane-1-carboxamide C(#N)C=1C=CC(=C2C=CC=NC12)N1C[C@]2(C[C@]2(C1)C1=C(C=CC=C1)C(F)(F)F)C(=O)NCCC(C)N1CCOCC1